C(C)(=O)OC(CCCC(=O)OCC)CCC ETHYL 5-ACETOXYOCTANOATE